Cl.N1=C(C=CC=C1)CC1(CCNCC1)O 4-(2-pyridylmethyl)piperidine-4-ol hydrochloride